COCCOC1=CC(=NC2=CC=C(C=C12)C(C(=O)N)(C)OCCC)C1=CN=CS1 (4-(2-methoxyethoxy)-2-(thiazol-5-yl)quinolin-6-yl)-2-propoxypropionamide